C1(=CC=CC=C1)C=1OC(=NN1)C1=CC=C(C=C1)C1=CC=2C(C3=CC(=CC=C3C2C=C1)C1=CC=2N(C3=CC=CC=C3C2C=C1)C1=CC=CC=C1)(CCC)CCC 2-phenyl-5-(4-(7-(9-phenyl-9H-carbazole-2-yl)-9,9-dipropyl-9H-fluorene-2-yl)phenyl)-1,3,4-oxadiazole